C1(=CC=CC=C1)C1=C(C=C(C=C1)C1=CC=CC=C1)C1=CC(=C2C=CC(=C3C4=CC=CC5=C(C=CC(C1=C23)=C45)Br)C4=CC=CC=C4)Br 1-([1,1':4',1''-terphenyl]-2'-yl)-3,10-dibromo-6-phenylperylene